C(C)(C)(C)OC(NCCN(S(=O)(=O)C1=C(C=C(C=C1)[N+](=O)[O-])[N+](=O)[O-])CCOCCOCCOCCNC(=O)C1=CC=C(C=C1)[N+](=O)[O-])=O.C(CCC)C=1C=C(C=CC1O)C(CCCCCCCCC)C1=CC(=C(C=C1)O)CCCC 1,1-bis(3-butyl-4-hydroxyphenyl)decane tert-Butyl-N-[2-(N-{2-[2-(2-{2-[(4-nitrophenyl)formamido]ethoxy}ethoxy)ethoxy]ethyl}2,4-dinitrobenzenesulfonamido)ethyl]carbamate